C(C)(C)(C)C1=CC=C(C)C=C1 4-t-butyltoluene